5-(tert-Butyl) 1-methyl ((S)-4-(tert-butoxy)-2-((S)-2-(4,6-dichloro-1H-indole-2-carboxamido)-3-(naphthalen-2-yl)propanamido)-4-oxobutanoyl)-L-glutamate C(C)(C)(C)OC(C[C@@H](C(=O)N[C@@H](CCC(=O)OC(C)(C)C)C(=O)OC)NC([C@H](CC1=CC2=CC=CC=C2C=C1)NC(=O)C=1NC2=CC(=CC(=C2C1)Cl)Cl)=O)=O